NC1CCN(CC1)C1=C(C=NC2=CC=C(C=C12)C=1C=C(C=NC1N1CCC1)C(=O)N)C1=CC(=CC(=C1)F)F 5-[4-(4-Aminopiperidin-1-yl)-3-(3,5-difluorophenyl)chinolin-6-yl]-6-(azetidin-1-yl)pyridin-3-carboxamid